(+)-N-(2-((2,3-Dimethyl-1H-indol-1-yl)(phenyl)methyl)benzofuran-3-yl)-2,4,6-trimethylbenzenesulfonamide CC=1N(C2=CC=CC=C2C1C)C(C=1OC2=C(C1NS(=O)(=O)C1=C(C=C(C=C1C)C)C)C=CC=C2)C2=CC=CC=C2